12-(2-(1H-imidazol-1-yl)ethyl)-2,3-dimethoxy-[1,3]dioxolo[4',5':4,5]benzo[1,2-c]phenanthridin-13(12H)-one N1(C=NC=C1)CCN1C=2C3=C(C=CC2C2=CC(=C(C=C2C1=O)OC)OC)C=C1C(=C3)OCO1